O[C@@H]1[C@H](CCCC1)NC(C1=CC(=C(C=C1)C)C#CC=1C=NC=C(C1)C1=NC=CC=N1)=O N-[(1S,2S)-2-hydroxycyclohexyl]-4-methyl-3-{[5-(pyrimidin-2-yl)pyridin-3-yl]ethynyl}benzamide